C(\C=C(/C)\CCC=C(C)C)\C=C\C(O)(C)CCC=C(C)C (E)-geranyl-linalool